C(C)C(=O)OC(F)(F)F trifluoromethyl ethyl-carboxylate